[Fe+].P(=O)([O-])([O-])[O-].[Mn+2] manganous phosphate iron